[3-[3-(difluoromethyl)-4-fluoro-phenyl]pyrrolidin-1-yl]-(3-pyridazin-4-yl-1H-pyrazol-5-yl)methanone FC(C=1C=C(C=CC1F)C1CN(CC1)C(=O)C1=CC(=NN1)C1=CN=NC=C1)F